ClC1=C(C=CC=C1)C=1C(=CC2=C(N=C(N=C2N2[C@@H](CNCC2)C)OC[C@H]2N(CCC2)C)N1)F 7-(2-chlorophenyl)-6-fluoro-4-((R)-2-methylpiperazin-1-yl)-2-(((S)-1-methylpyrrolidin-2-yl)methoxy)pyrido[2,3-d]pyrimidine